titanium bis(2-pyridoxy)titanium dichloride [Cl-].[Cl-].N1=C(C=CC=C1)O[Ti+2]OC1=NC=CC=C1.[Ti+4]